FC1=C(C(=CC=C1)F)C1NC2=C(C=NN2C=2C=C(N=CC2N1)N1CCOCC1)F 4-[8-(2,6-difluorophenyl)-5-fluoro-2,3,7,9,12-pentazatricyclo[8.4.0.02,6]tetradeca-1(10),3,5,11,13-pentaen-13-yl]morpholine